NCC1=NC=CC(=C1OC)C=1C=C2C(=NN(C2=CC1)C1CCCC1)COC1=C(C=CC=C1)CC(=O)OCC ethyl 2-(2-((5-(2-(aminomethyl)-3-methoxypyridin-4-yl)-1-cyclopentyl-1H-indazol-3-yl)methoxy)phenyl)acetate